CNC=1C2=C(N(C(N1)=O)C1=C(C=CC=C1)C)C=C(S2)C(F)(F)F 4-(methylamino)-1-(o-tolyl)-6-(trifluoromethyl)thieno[3,2-d]pyrimidin-2(1H)-one